4-(4-chloro-2,3-difluoro-phenyl)piperidine ClC1=C(C(=C(C=C1)C1CCNCC1)F)F